C[Si](C)(C)O[Si](C)(C)O[Si](C)(C)O[Si](C)(C)O[Si](C)(C)C The molecule is an organosiloxane that is pentasiloxane in which all the hydrogens have been replaced by methyl groups. Metabolite observed in cancer metabolism. It has a role as a human metabolite.